2-(8-Methyl-1-oxoisochroman-3-yl)acetic acid CC=1C=CC=C2CC(OC(C12)=O)CC(=O)O